C(C(=C)C)(=O)NCCCCN(CCCS(=O)(=O)O)C 3-[(3-methacrylamidopropyl)dimethylamino]propane-1-sulfonic acid